4-(4-((1R,5S)-3,8-diazabicyclo[3.2.1]octan-3-yl)-6-chloro-8-fluoro-2-(((2R,7aS)-2-fluorotetrahydro-1H-pyrrolizin-7a(5H)-yl)methoxy)quinazolin-7-yl)-7-fluorobenzo[d]thiazol-2-amine [C@H]12CN(C[C@H](CC1)N2)C2=NC(=NC1=C(C(=C(C=C21)Cl)C2=CC=C(C1=C2N=C(S1)N)F)F)OC[C@]12CCCN2C[C@@H](C1)F